(R)-3-(6-(azetidin-1-yl)-5-fluoropyridin-3-yl)-6-chloro-5-(1-(3,5-dichloropyridin-4-yl)ethoxy)-1H-indazole N1(CCC1)C1=C(C=C(C=N1)C1=NNC2=CC(=C(C=C12)O[C@H](C)C1=C(C=NC=C1Cl)Cl)Cl)F